C(C)(S(=O)(=O)[O-])S(=O)(=O)[O-] ethane-1,1-disulfonate